BrC=1C(N(C(=CC1C)C)C)=O 3-bromo-1,4,6-trimethylpyridin-2(1H)-one